2,4,8,10-Tetraoxaspiro[5.5]undecane C1OCOCC12COCOC2